CC1(C(CC(C(=C1C(C)(C)C)C)C(CC)=O)C(C)(C)C)O 1,2,3,4-tetrahydro-1,5-dimethyl-2,6-Bis(1,1-dimethylethyl)-4-(1-oxopropyl)phenol